NC1=NC(=CC(=N1)C1=NN(C=C1CC1=C(OCCN(CC(=O)O)CCO)C=CC=C1)C(F)F)Cl 2-[2-[2-[[3-(2-amino-6-chloro-pyrimidin-4-yl)-1-(difluoromethyl)pyrazol-4-yl]methyl]phenoxy]ethyl-(2-hydroxyethyl)amino]acetic acid